methyl 2-(5-(3-chloro-4-cyclopropylphenyl)-2,3-dihydro-1H-inden-1-yl)-2-azaspiro[3.3]heptane-6-carboxylate ClC=1C=C(C=CC1C1CC1)C=1C=C2CCC(C2=CC1)N1CC2(C1)CC(C2)C(=O)OC